N-(3-((3-(2-fluorophenyl)-5-methyl-5,6-dihydropyrrolo[3,4-c]pyrazol-2(4H)-yl)methyl)phenyl)-2-morpholinopyrimidin-4-amine FC1=C(C=CC=C1)C1=C2C(=NN1CC=1C=C(C=CC1)NC1=NC(=NC=C1)N1CCOCC1)CN(C2)C